ClC1=C(C=C(C=2C=C3N(C12)CCN(C3=O)COCC[Si](C)(C)C)NC([O-])=O)Cl (6,7-dichloro-1-oxo-2-(2-trimethylsilylethoxymethyl)-3,4-dihydropyrazino[1,2-a]indol-9-yl)carbamate